O=C1C[C@H](NCC1)C(=O)O (S)-4-oxopiperidine-2-carboxylic acid